[Si](C)(C)(C(C)(C)C)OC1=CC=2N(C3=CC=CC=C3C2C=C1C=C(C#N)C1=NC=CC=C1)CCC (2-((tert-Butyldimethylsilyl)oxy)-9-propyl-9H-carbazol-3-yl)2-(pyridin-2-yl)Acrylonitrile